tert-butyl 6-(2-((4-(2-((3-amino-6-(2-hydroxyphenyl) pyridazin-4-yl) oxy) ethyl) benzyl) amino)-2-oxoethyl)-2,6-diazaspiro[3.3]heptane-2-carboxylate NC=1N=NC(=CC1OCCC1=CC=C(CNC(CN2CC3(CN(C3)C(=O)OC(C)(C)C)C2)=O)C=C1)C1=C(C=CC=C1)O